BrC(C(=O)[O-])CCCC(C(=O)[O-])Br 2,6-dibromoheptanedioate